4-fluoro-3-methylpiperidine-1-carboxylate FC1C(CN(CC1)C(=O)[O-])C